[I-].COC1=CC=C(C=C1)C1=CC=[N+](C=C1)C 4-(4-methoxyphenyl)-1-METHYLPYRIDIN-1-ium iodide